Tert-butyl-(3-cyclobutanone) carbamate C(N)(O)=O.C(C)(C)(C)C1CC(C1)=O